4-[3-chloro-N-[2-[2-(chloromethyl)allyl-methyl-amino]ethyl]-4-fluoro-anilino]quinolin-6-ol ClC=1C=C(N(CCN(C)CC(=C)CCl)C2=CC=NC3=CC=C(C=C23)O)C=CC1F